(2-[3-(ethoxydimethylsilyl)propoxy]-5-hydroxyphenyl)tri(n-butyl)phosphonium bromide [Br-].C(C)O[Si](CCCOC1=C(C=C(C=C1)O)[P+](CCCC)(CCCC)CCCC)(C)C